ClC=1C=C(OC2=CC=C(C=C2)C=2C=C3N=CC(=NC3=CC2)CNS(=O)(=O)C)C=C(C1OC1CC1)C#N N-((6-(4-(3-chloro-5-cyano-4-cyclopropoxyphenoxy)phenyl)quinoxalin-2-yl)methyl)methanesulfonamide